FC(CNC(N([C@@H]1CC[C@H](CC1)NC1=NC=C(C(=N1)N1CC2(COC2)CC1)C(F)(F)F)C1=NC=C(C=C1)C=1C=NC(=NC1)OC)=O)F 3-(2,2-difluoroethyl)-1-(5-(2-methoxypyrimidin-5-yl)pyridin-2-yl)-1-(trans-4-((4-(2-oxa-6-azaspiro[3.4]octan-6-yl)-5-(trifluoromethyl)pyrimidin-2-yl)amino)cyclohexyl)urea